N-(2-(dimethylamino)ethyl)-N-methyl-5-(4-(1-(2-methyl-4-((thiazol-4-ylmethoxy)methyl)benzamido)cyclopropyl)quinolin-2-yl)-1H-pyrazole-3-carboxamide CN(CCN(C(=O)C1=NNC(=C1)C1=NC2=CC=CC=C2C(=C1)C1(CC1)NC(C1=C(C=C(C=C1)COCC=1N=CSC1)C)=O)C)C